(6H)-dibenz[c,e][1,2]oxaphosphorine C1=CC=CC2=C1C1=C(PO2)C=CC=C1